OCC([C@H](C[C@H]1C(NCC1)=O)NC([C@H](CC(C)C)NC(C(=O)NC1(CC1)C1=CC=C(C=C1)C)=O)=O)=O N1-((S)-1-(((S)-4-hydroxy-3-oxo-1-((S)-2-oxopyrrolidin-3-yl)butan-2-yl)amino)-4-methyl-1-oxopentan-2-yl)-N2-(1-(p-tolyl)cyclopropyl)oxalamide